C1(=CC=CC=C1)C(O)C1N(CCC1)C1=CC=CC=C1 phenyl-(1-phenylpyrrolidin-2-yl)methanol